FC=1C=CC(=C(C1)B(O)O)OCC=C [5-FLUORO-2-(PROP-2-EN-1-YLOXY)PHENYL]BORANEDIOL